C(#N)C1=CC=C(C=N1)S(=O)(=N)C1=CC=C(C(=O)NC2=C(C=CC(=C2)C2=CC=C(C=C2)F)NC(OC(C)(C)C)=O)C=C1 tert-butyl N-[2-[[4-[(6-cyano-3-pyridyl)sulfonimidoyl]benzoyl]amino]-4-(4-fluorophenyl)phenyl]carbamate